N(=[N+]=[N-])CC(CC1=CC=C(N)C=C1)N 4-(3-azido-2-aminopropyl)aniline